N1=CC(=CC=C1)CNC1=C(N=C2N1C=CN=C2)C2=CC=NC=C2 N-(pyridin-3-ylmethyl)-2-(pyridin-4-yl)imidazo[1,2-a]pyrazin-3-amine